ClC=1C=C2C(=C3C1NC(NC31CCCCC1)=O)OC(=N2)CN2CCC(CC2)OCC 5-chloro-2-[(4-ethoxypiperidin-1-yl)methyl]-7,8-dihydro-6H-spiro[[1,3]oxazolo[5,4-f]quinazoline-9,1'-cyclohexane]-7-one